C(C)(C)(C)C=1C=C(C=C(C1OC)C(C)(C)C)PC1=CC(=C(C(=C1)C(C)(C)C)OC)C(C)(C)C bis(3,5-di-t-butyl-4-methoxyphenyl)phosphine